N-caprinoyl-alanine isopropyl ester C(C)(C)OC([C@@H](NC(CCCCCCCCC)=O)C)=O